2-(((4-(dimethylamino)cyclohexyl)thio)methyl)-8-methylquinazolin CN(C1CCC(CC1)SCC1=NC2=C(C=CC=C2C=N1)C)C